CON(C(CCCCCCCCCCCCCCC)=O)C1CN(C1)C1=CC(=C2C(C(=CN(C2=N1)C=1SC=CN1)C(=O)O)=O)C 7-[3-(N-Methoxyhexadecanamido)azetidin-1-yl]-5-methyl-4-oxo-1-(1,3-thiazol-2-yl)-1,4-dihydro-1,8-naphthyridine-3-carboxylic acid